bis(triphenylphosphine) nickel difluoride [Ni](F)F.C1(=CC=CC=C1)P(C1=CC=CC=C1)C1=CC=CC=C1.C1(=CC=CC=C1)P(C1=CC=CC=C1)C1=CC=CC=C1